OC1=C(C=CC=C1)C=1N=NC2=CC(=CC=C2C1)N1CC2(CN(C2)C2=NN(C=N2)C(C(=O)OCC)C(C)C)C1 ethyl 2-(3-{6-[3-(2-hydroxyphenyl) cinnolin-7-yl]-2,6-diazaspiro[3.3]heptan-2-yl}-1,2,4-triazol-1-yl)-3-methylbutanoate